N[C@@H]1C[C@](OCC1)(C)C(=O)N1[C@H](C2=CC=CC=C2CC1)C1=CC=C(C=C1)F ((2R,4S)-4-amino-2-methyltetrahydro-2H-pyran-2-yl)((S)-1-(4-fluorophenyl)-3,4-dihydroisoquinolin-2(1H)-yl)methanone